3-isopropyl-6-methyl-2-(tetrahydro-2H-pyran-2-yl)-5-(tributylstannyl)-2H-thieno[3,2-c]pyrazole C(C)(C)C1=C2C(=NN1C1OCCCC1)C(=C(S2)[Sn](CCCC)(CCCC)CCCC)C